(2R)-3-{4-[(2S)-2-{[(tert-butoxy)carbonyl]amino}-2-cyclohexylacetamido]-3-fluorophenyl}-2-propanamido-propionic acid methyl ester COC([C@@H](CC1=CC(=C(C=C1)NC([C@H](C1CCCCC1)NC(=O)OC(C)(C)C)=O)F)NC(CC)=O)=O